BrC=1N=C(N(C1Br)CCOC)C 4,5-Dibromo-1-(2-methoxyethyl)-2-methyl-1H-imidazole